BrC(COP(OCC(CBr)Br)(OCC(CBr)Br)=O)CBr phosphoric acid tri(2,3-dibromopropyl) ester